COC1=C(OCC=2C=CC(=NC2)C)C=CC(=C1)[N+](=O)[O-] 5-((2-methoxy-4-nitrophenoxy)methyl)-2-methylpyridine